C1CCC2=C(C1)C(=C(S2)NC(=O)CCl)C#N 2-chloro-N-(3-cyano-4,5,6,7-tetrahydrobenzo[b]thiophen-2-yl)acetamide